N-((3r,5s)-5-((1H-pyrazol-1-yl)methyl)pyrrolidin-3-yl)-5-(3-(trifluoromethyl)phenyl)oxazole-2-carboxamide TFA salt OC(=O)C(F)(F)F.N1(N=CC=C1)C[C@@H]1C[C@H](CN1)NC(=O)C=1OC(=CN1)C1=CC(=CC=C1)C(F)(F)F